(S)-3,3-dimethyl-2-(2,2,2-trifluoroacetamido)butanoic acid CC([C@@H](C(=O)O)NC(C(F)(F)F)=O)(C)C